C(N)(OCC1=CC=C(C=C1)N=[N+]=[N-])=O 4-azidobenzyl carbamate